[Si](C)(C)(C(C)(C)C)OCC#CC1=NC(=CC(=C1)C=1C=C(C=CC1C)NC(=O)C1=CC(=NC=C1)C(F)(F)F)N1CCOCC1 N-[3-(2-[3-[(tert-butyldimethylsilyl)oxy]prop-1-yn-1-yl]-6-(morpholin-4-yl)pyridin-4-yl)-4-methylphenyl]-2-(trifluoromethyl)pyridine-4-carboxamide